N[C@@H]1[C@@H](CN(CC1)C1=C(C=NC2=CC=C(C=C12)C=1C(=C(C#N)C=CC1)OCOC)C1=CC(=CC(=C1)F)F)O cis-3-[4-(4-amino-3-hydroxy-piperidin-1-yl)-3-(3,5-difluorophenyl)-quinolin-6-yl]-2-methoxymethoxy-benzonitrile